COC=1C=C(\C=N\NC(C2=CC(=NC=C2)C2=CC=C(C=C2)OCCC)=O)C=C(C1)OC (E)-N'-(3,5-dimethoxybenzylidene)-2-(4-propoxyphenyl)isonicotinohydrazide